oxa[4]azacyclohentriacontine O1C=CN=CC=CC=CC=CC=CC=CC=CC=CC=CC=CC=CC=CC=CC=C1